ClC(C)(C)Cl.[Mg] magnesium chloro(1-methylethyl) chloride